arachic acid amide C(CCCCCCCCCCCCCCCCCCC)(=O)N